C1N(CCC2=CC=CC=C12)C[C@H](CN1CCOC2=C(C1=O)C=CC(=C2)C(C)N2CCC(CC2)OC)O 4-[(2R)-3-(3,4-dihydro-1H-isoquinolin-2-yl)-2-hydroxypropyl]-8-[1-(4-methoxy-1-piperidyl)ethyl]-2,3-dihydro-1,4-benzoxazepin-5-one